BrC1=C2C=CC(=NC2=CC(=C1)F)N 5-bromo-7-fluoroquinolin-2-amine